OC=1C=C(C=CC1OC)NC(=O)C1C(CCC(C1)(C)C)C(C)C N-(3-hydroxy-4-methoxyphenyl)-2-isopropyl-5,5-dimethyl-cyclohexanecarboxamide